OC([C@H](N)C(=O)O)C1=CNC=N1 beta-hydroxy-histidine